OC1=C(C=CC(=C1)OCCCCCCCC)C1=NC(=NC(=N1)C1=CC=C(C=C1)C)C1=CC=C(C=C1)C 2-(2-hydroxy-4-octyloxyphenyl)-4,6-bis(4-methyl-phenyl)-1,3,5-triazine